4-chloro-6-(3,3-difluorocyclobutyl)-1-isopropyl-1H-pyrazolo[3,4-d]pyrimidineethylamine ClC1=C2C(=NC(=N1)C1CC(C1)(F)F)N(N=C2CCN)C(C)C